FC1=CC(=C(C=C1C=1C=NC(=NC1)N1CCOCC1)NC(=O)C1=CNC(C=C1OC)=O)N1C[C@H](N([C@H](C1)C)C)C |r| N-[4-fluoro-5-(2-morpholin-4-ylpyrimidin-5-yl)-2-[rac-(3R,5S)-3,4,5-trimethylpiperazin-1-yl]phenyl]-4-methoxy-6-oxo-1H-pyridine-3-carboxamide